difluoroindole FC1=C(NC2=CC=CC=C12)F